(4-butylphenyl)(2,4,6-trihydroxyphenyl)methanone C(CCC)C1=CC=C(C=C1)C(=O)C1=C(C=C(C=C1O)O)O